FC1=CC=C(C=N1)C1=CN(C2=NC=C(C=C21)C2=CC=C(CN1CC(CCC1)O)C=C2)S(=O)(=O)C2=CC=C(C)C=C2 1-(4-(3-(6-fluoropyridin-3-yl)-1-tosyl-1H-pyrrolo[2,3-b]pyridin-5-yl)benzyl)piperidin-3-ol